4-FLUORO-6-METHYL-m-PHENYLENEDIAMINE SULPHATE S(=O)(=O)(O)O.FC1=C(C=C(C(=C1)C)N)N